N-(5-cyano-4-(3-methoxypyrrolidin-1-yl)pyridin-2-yl)-7-formyl-6-((3-carbonylmorpholino)methyl)-3,4-dihydro-1,8-naphthyridine-1(2H)-carboxamide C(#N)C=1C(=CC(=NC1)NC(=O)N1CCCC2=CC(=C(N=C12)C=O)CN1C(COCC1)=C=O)N1CC(CC1)OC